ONC(CCCC1=C(C=CC(=C1)N(C1=CC(OC2=CC=CC=C12)=O)C)OC)=O N-hydroxy-4-(2-methoxy-5-(methyl-(2-oxo-2H-chromen-4-yl)amino)phenyl)butanamide